2-(3,4-dichlorophenyl)-1-ethyl-6-methyl-4-oxo-5-pyridin-1-ium-2-yl-pyridine-3-carboxylic acid ClC=1C=C(C=CC1Cl)C=1N(C(=C(C(C1C(=O)O)=O)C1=[NH+]C=CC=C1)C)CC